1-vinyl-3-butyl-imidazolium bromide [Br-].C(=C)N1C=[N+](C=C1)CCCC